NC=1C2=C(N=CN1)N(C=C2C=2C(=C(C=CC2)NS(=O)(=O)C2=CC(=C(C=C2)OC)C)F)C N-[3-(4-amino-7-methyl-7H-pyrrolo[2,3-d]pyrimidin-5-yl)-2-fluoro-phenyl]-4-methoxy-3-methyl-benzenesulfonamide